dimethyl 3-oxoglutarate O=C(CC(=O)OC)CC(=O)OC